[Si](C)(C)(C(C)(C)C)OC=1C=C2C(=NNC2=CC1C)I 5-((tert-butyldimethylsilyl)oxy)-3-iodo-6-methyl-1H-indazole